BrC1=C2C=CC=CC2=C(C2=CC=CC=C12)C1=CC(=NC=C1)F 4-(10-bromoanthracene-9-yl)-2-fluoropyridine